8-((2,5-Dimethoxybenzyl)sulfonyl)-1,7-dimethyl-3-(3-(2-(methylamino)pyridin-4-yl)prop-2-yn-1-yl)-3,7-dihydro-1H-purin-2,6-dion COC1=C(CS(=O)(=O)C2=NC=3N(C(N(C(C3N2C)=O)C)=O)CC#CC2=CC(=NC=C2)NC)C=C(C=C1)OC